C1(CC1)N1C(C=2N(CC1)C1=C(C2C2=NC(=NC=C2)C)N=CC=C1)=O 8-Cyclopropyl-10-(2-methylpyrimidin-4-yl)-7,8-dihydropyrido[2',3':4,5]pyrrolo[1,2-a]pyrazin-9(6H)-one